(S)-tert-butyl 4-((4-(3-(2-(methoxymethoxy)phenyl)-5-methyl-7,8-dihydro-5H-pyrido[3',4':4,5]pyrrolo[2,3-c]pyridazin-6(9H)-yl)cyclohexyl)methyl)piperazine-1-carboxylate COCOC1=C(C=CC=C1)C1=CC2=C(N=N1)NC1=C2[C@@H](N(CC1)C1CCC(CC1)CN1CCN(CC1)C(=O)OC(C)(C)C)C